P(OC1=C(C=C(C=C1)C(C)(C)C)C)(OC1=C(C=C(C=C1)C(C)(C)C)C)OC1=C(C=C(C=C1)C(C)(C)C)C tris(2-methyl-4-tert-butylphenyl) phosphite